NC=1N=C(C2=C(N1)C(=NN2CC2=C(C=C(C(=O)OC)C=C2)OC)C)N[C@H](CCO[Si](C2=CC=CC=C2)(C2=CC=CC=C2)C(C)(C)C)CCC methyl (S)-4-((5-amino-7-((1-((tert-butyldiphenylsilyl)oxy)-hexan-3-yl)amino)-3-methyl-1H-pyrazolo[4,3-d]pyrimidin-1-yl)methyl)-3-methoxybenzoate